FC1=C(C=C(C=C1)OC=1C(=C2C=CN(C2=CC1F)S(=O)(=O)C1=CC=C(C)C=C1)S(=O)(=O)C)C=1SC=C(N1)C(=O)C=1C=C(C=CC1)CCC(=O)O 3-(3-(2-(2-Fluoro-5-((6-fluoro-4-(methylsulfonyl)-1-tosyl-1H-indol-5-yl)oxy)phenyl)thiazole-4-carbonyl)phenyl)propanoic acid